C(C1=CC=CC=C1)OC(=O)N1CCC2(C[C@@H](CO2)NC[C@@H](COC2=CC(=CC=C2)S(=O)(=O)C)O)CC1.CO[Si](CCCNC(CCCCCCCCCCCCCCCCC)=O)(OC)OC N-[3-trimethoxysilylpropyl]octadecanoamide (S)-Benzyl-3-(((S)-2-Hydroxy-3-(3-(methylsulfonyl)phenoxy)propyl)amino)-1-oxa-8-azaspiro[4.5]decane-8-carboxylate